COC1=CC=2C3=C(NC2C(=C1)F)C[C@@H](N(C3)C(=O)C3=NNC(=C3)C(F)(F)F)C [(S)-8-Methoxy-6-fluoro-3-methyl-1,3,4,5-tetrahydropyrido[4,3-b]indol-2-yl]-[5-(trifluoromethyl)-1H-pyrazol-3-yl]methanon